N-(3,4-methylenedioxyphenyl)-1-(4-(hydroxycarbamoyl)benzyl)-1H-benzimidazole-3-carboxamide C1OC=2C=C(C=CC2O1)NC(=O)N1CN(C2=C1C=CC=C2)CC2=CC=C(C=C2)C(NO)=O